FC(C1=C(C=NC(=C1)N[C@H](C)C(C)(C)C)C1=C(N=C(S1)C(=O)NCC(C)(C)O)C(=O)N1[C@H](CCC1)C)F 5-(4-(difluoromethyl)-6-(((R)-3,3-dimethylbut-2-yl)amino)pyridin-3-yl)-N-(2-hydroxy-2-methylpropyl)-4-((S)-2-methylpyrrolidine-1-carbonyl)thiazole-2-carboxamide